(2S,3R,4R)-1-acetyl-2-cyclopropyl-N-(1,1-dioxidotetrahydro-2H-thiopyran-4-yl)-4-((5-fluoropyridin-2-yl)amino)-3-methyl-1,2,3,4-tetrahydroquinoline-6-carboxamide C(C)(=O)N1[C@H]([C@@H]([C@H](C2=CC(=CC=C12)C(=O)NC1CCS(CC1)(=O)=O)NC1=NC=C(C=C1)F)C)C1CC1